C[C@@H]1CN(CCC1)C(=O)C=1C=C2C=CC=C(C2=CC1)N1CC=2C=CNC(C2CC1)=O (S)-6-(6-(3-methylpiperidine-1-carbonyl)naphthalen-1-yl)-5,6,7,8-tetrahydro-2,6-naphthyridin-1(2H)-one